C(C)(C)(C)[S@@](=O)N[C@H](C)C1=CC(=CN2C1=NC(=CC2=O)N2CCOCC2)C(=O)OCC ethyl 9-[(1R)-1-[[(R)-tert-butylsulfinyl]amino]ethyl]-2-morpholino-4-oxo-pyrido[1,2-a]pyrimidine-7-carboxylate